C1N(C[C@@H]2[C@H]1CNC2)C(CN2C[C@@H](CCC2)NC=2N=NC(=C(C2)C)C2=C(C=C(C=C2)C(F)(F)F)O)=O 1-((3aR,6aS)-Hexahydropyrrolo[3,4-c]pyrrol-2(1H)-yl)-2-((R)-3-((6-(2-hydroxy-4-(trifluoromethyl)phenyl)-5-methylpyridazin-3-yl)amino)piperidin-1-yl)ethan-1-one